ClC=1C=C(C(=NC1)N1C([C@H](N(C(C1)=O)CC1=CC=C(C=C1)C)C12CC(C1)(C2)O)=O)F (R)-1-(5-chloro-3-fluoropyridin-2-yl)-3-(3-hydroxybicyclo[1.1.1]pentan-1-yl)-4-(4-methylbenzyl)piperazine-2,5-dione